C(C)(C)(C)OC(=O)N1C(CCCC1)C1=C(C=CC=C1)CN1C(NC(C2=C1C=CN2)=O)=C=S 2-(2-((4-Oxo-2-thiocarbonyl-2,3,4,5-tetrahydro-1H-pyrrolo[3,2-d]pyrimidin-1-yl)methyl)phenyl)piperidine-1-carboxylic acid tert-butyl ester